1-((5-(2-(4,5-dichloro-6-oxopyridazin-1(6H)-yl)acetamido)-2-methylphenyl)sulfonyl)-N,N-diethylpiperidine-3-carboxamide ClC=1C=NN(C(C1Cl)=O)CC(=O)NC=1C=CC(=C(C1)S(=O)(=O)N1CC(CCC1)C(=O)N(CC)CC)C